C(C)S(=O)(=O)C1=CC=C(CN)C=C1 4-(ethanesulfonyl)benzylamine